BrC=1C=CC2=C(NC(=N2)C2=CC=CC=C2)C1 6-Bromo-2-phenyl-1H-benzimidazol